[Cl-].[Cl-].C(C)(C)(C)C1=CC=C(C=C1)C(=[Zr+2](C1=C(C(=CC=2C3=CC(=C(C=C3CC12)C)C(C)(C)C)C(C)(C)C)C)C1C=CC=C1)C1=CC=C(C=C1)C(C)(C)C di-(p-tert-butyl-phenyl)methylene(cyclopentadienyl)(2,7-dimethyl-3,6-di-tert-butylfluorenyl)zirconium dichloride